2-(tert-butoxycarbonylamino)-4-methylsulfonyl-butanoic acid C(C)(C)(C)OC(=O)NC(C(=O)O)CCS(=O)(=O)C